FC=1C=C2CC3=C(C2=CC1)C=1C=CC(=CC1C3)F 2,7-difluoro-9,10-dihydroindeno[1,2-a]indene